2-(2-chloro-4-(trifluoromethyl)phenoxy)aniline ClC1=C(OC2=C(N)C=CC=C2)C=CC(=C1)C(F)(F)F